N[C@@H](CC1=CC=CC=C1)C(=O)OC[C@@]1(N2[C@@H](C[C@@H](C1=O)CC2)C)COC ((1R,2S,4S,6R)-2-(methoxymethyl)-6-methyl-3-oxoquinuclidin-2-yl)methyl L-phenylalaninate